O=C1NC(CCC1N1CC2=CC=C(C=C2C1=O)N1CC2(C1)CCN(CC2)CCCC=O)=O 4-(2-(2-(2,6-dioxopiperidin-3-yl)-3-oxoisoindolin-5-yl)-2,7-diazaspiro[3.5]nonan-7-yl)butanal